stearyl-2,2'-methylenebis(4-ethyl-6-tert-butylphenol) C(CCCCCCCCCCCCCCCCC)C(C1=C(C(=CC(=C1)CC)C(C)(C)C)O)C1=C(C(=CC(=C1)CC)C(C)(C)C)O